FC1=CC2=C(N(N=C2C(=C1)N[C@H]1[C@H](CN(CC1)C)F)C1=NN=C(S1)CNC(=O)C1CC1)C=C N-((5-(5-fluoro-7-(((3S,4R)-3-fluoro-1-methylpiperidin-4-yl)amino)-3-vinyl-2H-indazol-2-yl)-1,3,4-thiadiazol-2-yl)methyl)cyclopropanecarboxamide